4-[4-(4,4,5,5-tetramethyl-1,3,2-dioxaborolan-2-yl)phenyl]-2-(trifluoromethyl)pyridine CC1(OB(OC1(C)C)C1=CC=C(C=C1)C1=CC(=NC=C1)C(F)(F)F)C